5-(Diaminomethylene)-1-((1r,4r)-4-((5,5-dimethyl-2,4-dioxoimidazolidin-1-yl)methyl)-4-methylcyclohexyl)-3-isopropylpyrimidine-2,4,6(1H,3H,5H)-trione NC(=C1C(N(C(N(C1=O)C1CCC(CC1)(C)CN1C(NC(C1(C)C)=O)=O)=O)C(C)C)=O)N